tert-butyl methyl(4-(5-methyl-3-neopentyl-4-oxo-3,4-dihydroquinazolin-2-yl)butyl)carbamate CN(C(OC(C)(C)C)=O)CCCCC1=NC2=CC=CC(=C2C(N1CC(C)(C)C)=O)C